BrC=1C(=NN(N1)C)CC1=NN2COCCC2=C1 2-((5-bromo-2-methyl-2H-1,2,3-triazol-4-yl)methyl)-4,5-dihydro-7H-pyrazolo[1,5-c][1,3]oxazine